COC(=O)C1CN(C1)C1CCC2=CC(=CC=C12)OCC1=C(C=CC=C1)F.CC1=NC(=CN=C1CC(CC)C)C 2,6-dimethyl-3-(2-methylbutyl)pyrazine methyl-1-(5-((2-fluorobenzyl)oxy)-2,3-dihydro-1H-inden-1-yl)azetidine-3-carboxylate